methyl 6'-fluoro-2',4-dioxo-spiro[cyclohexane-1,3'-indoline]-5'-carboxylate FC1=C(C=C2C3(C(NC2=C1)=O)CCC(CC3)=O)C(=O)OC